5-oxo-7-(trifluoromethyl)-4,5-dihydrothieno[3,2-b]pyridine-3-carboxylic acid methyl ester COC(=O)C1=CSC2=C1NC(C=C2C(F)(F)F)=O